(S)-1-(4-(((2-(2,6-dioxopiperidin-3-yl)-1-oxoisoindolin-4-yl)oxy)methyl)benzyl)-N-(2-methoxyethyl)-piperidine-4-carboxamide O=C1NC(CC[C@@H]1N1C(C2=CC=CC(=C2C1)OCC1=CC=C(CN2CCC(CC2)C(=O)NCCOC)C=C1)=O)=O